4,6-dichloropyrimidine-5-carbaldehyde ClC1=NC=NC(=C1C=O)Cl